2-(1-((2-(3,5-dichlorophenyl)-6-((2-(4-((1s,3s)-3-hydroxy-3-methylcyclobutyl)piperazin-1-yl)pyrimidin-5-yl)oxy)pyridin-4-yl)methyl)piperidin-4-yl)acetic acid ClC=1C=C(C=C(C1)Cl)C1=NC(=CC(=C1)CN1CCC(CC1)CC(=O)O)OC=1C=NC(=NC1)N1CCN(CC1)C1CC(C1)(C)O